ClC=1C=C(C=CC1F)NC(=O)C1=C(N=CN1C)C1CC2CC(CC2C1)(O)C1=CC(=NN1C)N(C)C N-(3-Chloro-4-fluorophenyl)-4-(5-(3-(dimethylamino)-1-methyl-1H-pyrazol-5-yl)-5-hydroxyoctahydropentalen-2-yl)-1-methyl-1H-imidazole-5-carboxamide